(2S)-1-butoxy-3-({8-[(3β)-cholest-5-en-3-yloxy]octyl}oxy)-N,N-dimethylpropane-2-amine C(CCC)OC[C@@H](COCCCCCCCCO[C@@H]1CC2=CC[C@H]3[C@@H]4CC[C@H]([C@@H](CCCC(C)C)C)[C@]4(CC[C@@H]3[C@]2(CC1)C)C)N(C)C